1-(2-pyridyl)pyrazolecarboxylic acid N1=C(C=CC=C1)N1N=C(C=C1)C(=O)O